5-chloro-3-ethyl-3-methyl-2,3-dihydro-1H-pyrrolo[3,2-b]pyridine ClC1=CC=C2C(=N1)C(CN2)(C)CC